C(=O)O.N1(C=NC=C1)C1=CC(=NC=N1)NC=1C=C2C=NNC2=CC1OC N-(6-(1H-imidazol-1-yl)pyrimidin-4-yl)-6-methoxy-1H-indazol-5-amine formate salt